2-tert-butyl-1,1-dioxido-3-oxo-5-phenyl-2,3-dihydroisothiazol-4-yl-glycinamide C(C)(C)(C)N1S(C(=C(C1=O)NCC(=O)N)C1=CC=CC=C1)(=O)=O